2-(7-((2-butyl-4-oxo-1,3-diazaspiro[4.4]non-1-en-3-yl)methyl)-1,3-dihydroisobenzofuran-4-yl)-N-(4,5-dimethylisoxazol-3-yl)benzenesulfonamide C(CCC)C1=NC2(C(N1CC=1C=CC(=C3COCC13)C1=C(C=CC=C1)S(=O)(=O)NC1=NOC(=C1C)C)=O)CCCC2